N[C@H]1CS(C2=C(N(C1=O)CC1=CC=C(C=C1)OCC1CCOCC1)C=C(C(=C2)F)C=2N=NN(N2)C(C)(C)C)(=O)=O (3R)-3-amino-7-(2-tert-butyltetrazol-5-yl)-8-fluoro-1,1-dioxo-5-[[4-(tetrahydropyran-4-ylmethoxy)phenyl]methyl]-2,3-dihydro-1lambda6,5-benzothiazepin-4-one